(E)-3-(1H-PYRROL-1-YL)-2-PROPENOIC ACID N1(C=CC=C1)/C=C/C(=O)O